S(=O)(=O)(OCCC)OCC(F)(F)F propyl (2,2,2-trifluoroethyl) sulfate